6-methoxy-5-nitrobenzo[b]thiophene-2-carboxylic acid ethyl ester C(C)OC(=O)C1=CC2=C(S1)C=C(C(=C2)[N+](=O)[O-])OC